perfluorononoxybenzoic acid FC=1C(=C(C(=O)O)C(=C(C1F)F)F)OC(C(C(C(C(C(C(C(C(F)(F)F)(F)F)(F)F)(F)F)(F)F)(F)F)(F)F)(F)F)(F)F